4-(3-((5-(difluoromethyl)-2-((3-methyl-1-(1-methylpiperidin-4-yl)-1H-pyrazol-4-yl)amino)pyrimidin-4-yl)amino)propyl)morpholin-3-one FC(C=1C(=NC(=NC1)NC=1C(=NN(C1)C1CCN(CC1)C)C)NCCCN1C(COCC1)=O)F